3-(2-((5-chloro-4-(5,5-dimethyl-5,6-dihydro-4H-pyrrolo[1,2-b]pyrazol-3-yl)pyridin-2-yl)amino)-2-oxoethyl)-N-methylbenzamide ClC=1C(=CC(=NC1)NC(CC=1C=C(C(=O)NC)C=CC1)=O)C1=C2N(N=C1)CC(C2)(C)C